ethyl-2-bromoethyl ether C(C)C(COCC(CC)Br)Br